ClC1=C(C=CC(=C1)OC1=C2C(=NC=C1)C=C(S2)C2=NC=C(C=C2)CNCCOC)NC(=O)C=2C(N(C=CC2OCC)C2=CC=C(C=C2)F)=O N-(2-chloro-4-{[2-(5-{[(2-methoxyethyl)amino]methyl}pyridin-2-yl)thieno[3,2-b]pyridine-7-yl]oxy}phenyl)-4-ethoxy-1-(4-fluorophenyl)-2-oxo-1,2-dihydropyridine-3-carboxamide